C(N)(=O)C1=NN(C=C1N(C(=O)C=1C=NC=CC1)CC1=CC=C2C=CC(=NC2=C1)NC(OC(C)(C)C)=O)C tert-butyl N-(7-{[N-(3-carbamoyl-1-methyl-1H-pyrazol-4-yl)-1-(pyridin-3-yl)formamido]methyl}quinolin-2-yl)carbamate